C(C1=CC=CC=C1)O[C@@H]1CC[C@H](CC1)NC(=O)C1=CN(C2=C1C(N(C=C2C)C)=O)C N-(trans-4-(benzyloxy)cyclohexyl)-1,5,7-trimethyl-4-oxo-4,5-dihydro-1H-pyrrolo[3,2-c]pyridine-3-carboxamide